ethyl-5-(N-(2-(1,4-diazepan-1-yl)phenyl)-N-phenethylsulfamoyl)-3-methylbenzofuran C(C)C=1OC2=C(C1C)C=C(C=C2)S(N(CCC2=CC=CC=C2)C2=C(C=CC=C2)N2CCNCCC2)(=O)=O